2-(methacryloyloxy)benzoic acid-2-isopropyl-5-ethylcyclohexyl ester C(C)(C)C1C(CC(CC1)CC)OC(C1=C(C=CC=C1)OC(C(=C)C)=O)=O